O1C(CCC1)CC1(C2=C(N=C(N1)N)C=CC=N2)N 4-((tetrahydrofuran-2-yl)methyl)pyrido[3,2-d]Pyrimidine-2,4-diamine